4-chloro-5-nitro-1,3-dihydro-2H-pyrrolo[2,3-b]pyridin-2-one ClC1=C2C(=NC=C1[N+](=O)[O-])NC(C2)=O